C(C)(C)(C)OC(=O)N1CCOCC(C1)O tert-butyl-6-hydroxy-1,4-oxazepane-4-carboxylate